(R)-N-(4-methoxy-2-(4-methylpiperazin-1-yl)-5-((6-(3-phenylisoxazolidin-2-yl)pyrimidine-4-yl)amino)phenyl)propionamide COC1=CC(=C(C=C1NC1=NC=NC(=C1)N1OCC[C@@H]1C1=CC=CC=C1)NC(CC)=O)N1CCN(CC1)C